CC1=NOC(=C1C=1C=C2C(=NC1)N(C=C2C2=CC(=C(C(=O)O)C=C2OCC)F)C2=C(C=CC=C2)F)C 4-(5-(3,5-dimethylisoxazol-4-yl)-1-(2-fluorophenyl)-1H-pyrrolo[2,3-b]pyridin-3-yl)-5-ethoxy-2-fluorobenzoic acid